N[C@@H]1C[C@@H](CCC1)NC(C)=O N-((1R,3S)-3-aminocyclohexyl)acetamide